2-(4-((2S,5R)-4-(1-(2-chloro-3-fluoropyrazolo[1,5-a]pyrimidin-5-yl)ethyl)-2,5-diethylpiperazin-1-yl)-1-methyl-2-oxo-1,2-dihydropyrazolo[1,5-a][1,3,5]triazin-7-yl)acetonitrile ClC1=NN2C(N=C(C=C2)C(C)N2C[C@@H](N(C[C@H]2CC)C2=NC(N(C=3N2N=C(C3)CC#N)C)=O)CC)=C1F